C(C1=CC=CC=C1)S(=O)(=O)OC\C=C(/C)\CCC[C@H](C)CCC[C@H](C)CCCC(C)C phytyl toluenesulfonate